C(C)C=1N=CC=2N(C1)C=C(N2)C=O 6-ethylimidazo[1,2-a]pyrazine-2-carbaldehyde